NC1=CC(=C(CNC(=O)N2CCC3(NC4=CC=C(C=C4C(C3)=O)F)CC2)C=C1)F N-(4-amino-2-fluorobenzyl)-6'-fluoro-4'-oxo-3',4'-dihydro-1'H-spiro[piperidine-4,2'-quinoline]-1-carboxamide